N-(2-oxaspiro[3.3]heptan-6-yl)pyrazine-2-carboxamide C1OCC12CC(C2)NC(=O)C2=NC=CN=C2